ClC1=C(C2=C(NC(C(=C2O)C2=C(C=CC=C2)F)=O)S1)C=1C(=C2CCCC2=CC1)O 2-Chloro-5-(2-fluorophenyl)-4-hydroxy-3-(4-hydroxyindan-5-yl)-7H-thieno[2,3-b]pyridin-6-one